Cl.C1(=CC=CC=C1)NCCC[Si](OC)(OC)OC N-phenyl-γ-aminopropyltrimethoxysilane, hydrochloride